F[C@@H]1[C@@H](C1)C(=O)NC1=NC=NC(=C1)N1C(=NC=C1)NC=1C=NC(=CC1C)[C@H](CC)O (1S,2S)-2-fluoro-N-{6-[2-({6-[(1S)-1-hydroxypropyl]-4-methylpyridin-3-yl}amino)imidazol-1-yl]pyrimidin-4-yl}cyclopropane-1-carboxamide